ClC1=CC=C(C(=N1)C1=NOC(N1)=O)O[C@H](C)C=1C=C(C=C2C(C(=C(OC12)C=1C=C2C(=NC1)OCO2)C)=O)C 3-[6-Chloro-3-[(1R)-1-[2-([1,3]dioxolo[4,5-b]pyridin-6-yl)-3,6-dimethyl-4-oxo-chromen-8-yl]ethoxy]-2-pyridyl]-4H-1,2,4-oxadiazol-5-one